N-cyclopropylmethyl-pyridazin-4-amine C1(CC1)CNC1=CN=NC=C1